tert-butyl-[(2,2-dimethylpent-4-en-1-yl)oxy]dimethylsilane tert-butyl-2-[(8-bromo-3,7-dimethyl-2,6-dioxo-purin-1-yl)methyl]-7-methyl-indole-1-carboxylate C(C)(C)(C)OC(=O)N1C(=CC2=CC=CC(=C12)C)CN1C(N(C=2N=C(N(C2C1=O)C)Br)C)=O.C(C)(C)(C)[Si](C)(C)OCC(CC=C)(C)C